tert-butyl (4S)-4-(tetrahydro-2H-pyran-2-yl)-1,2,3-oxathiazolidine-3-carboxylate-2,2-dioxide O1C(CCCC1)[C@H]1N(S(OC1)(=O)=O)C(=O)OC(C)(C)C